C(C)(=O)O[C@@H]1[C@@H]([C@H]([C@H](SC2(C(N=CC=C2)C#N)Cl)O[C@@H]1COC(C)=O)OC)N=[N+]=[N-] 3-chloro-2-cyanopyridin-3-yl 4,6-di-O-acetyl-3-azido-3-deoxy-2-O-methyl-1-thio-beta-D-galactopyranoside